C(C)(=O)C1=C(C=NC(=C1C)NC1=NNC(=C1)C)F 4-acetyl-3-fluoro-5-methyl-6-((5-methyl-1H-pyrazol-3-yl)amino)pyridin